3-(2-(piperazin-1-ylmethyl)-1H-benzo[d]imidazol-5-yl)piperidine-2,6-dione N1(CCNCC1)CC1=NC2=C(N1)C=CC(=C2)C2C(NC(CC2)=O)=O